Tert-butyl (2R)-2-[[3-(5-chlorothiazol-2-yl)-5-methoxycarbonyl-phenoxy] methyl]morpholine-4-carboxylate ClC1=CN=C(S1)C=1C=C(OC[C@H]2CN(CCO2)C(=O)OC(C)(C)C)C=C(C1)C(=O)OC